C(C)(C)(C)OC(=O)N\C(=N/C(=O)OC(C)(C)C)\NC1=CC(=C(C(=O)OC=2C=3N(C(=CC2)CC(=O)OC(C)(C)C)N=CN3)C=C1)Cl 5-[2-(tert-butoxy)-2-oxoethyl]-[1,2,4]triazolo[1,5-a]pyridin-8-yl 4-{[(1Z)-{[(tert-butoxy)carbonyl]amino}({[(tert-butoxy)carbonyl]imino}) methyl] amino}-2-chlorobenzoate